NCC1=CC=C(C2=CC=CC=C12)NC(=O)C1=CC2=C(OCCC3=C2SC=C3)C=C1C=1C(=NC(=CC1)C(NCCC)=O)C(=O)O 3-(9-((4-(aminomethyl)naphthalen-1-yl)carbamoyl)-4,5-dihydrobenzo[b]thieno[2,3-d]oxepin-8-yl)-6-(propylcarbamoyl)picolinic acid